N1C(=CC2=CC=CC=C12)C(=O)N1CC=2C(CC1)=NOC2C(=O)OCC Ethyl 5-(1H-indole-2-carbonyl)-4,5,6,7-tetrahydroisoxazolo[4,3-c]pyridine-3-carboxylate